2-cyclopropyl-8-((2-fluoro-4-iodophenyl)amino)-7-methyl-3,4-dihydro-2,7-naphthyridine-1,6(2h,7h)-dione C1(CC1)N1C(C2=C(N(C(C=C2CC1)=O)C)NC1=C(C=C(C=C1)I)F)=O